The molecule is conjugate base of xanthommatin having both carboxy groups deprotonated and the amino group protonated; major species at pH 7.3. It is a conjugate base of a xanthommatin. C1=CC(=C2C(=C1)OC3=CC(=O)C4=C(C3=N2)C(=O)C=C(N4)C(=O)[O-])C(=O)CC(C(=O)[O-])[NH3+]